4-(2-{5-chloro-2-oxo-1,2-dihydrospiro[indole-3,4'-piperidin]-1'-yl}ethoxy)-N-[(3R)-1,1-dioxo-1λ6-thiolan-3-yl]-2-fluorobenzamide ClC=1C=C2C(=CC1)NC(C21CCN(CC1)CCOC1=CC(=C(C(=O)N[C@H]2CS(CC2)(=O)=O)C=C1)F)=O